(2-chloro-6-fluorophenyl)hydrazine hydrochloride Cl.ClC1=C(C(=CC=C1)F)NN